Tert-Butyl 3-((6-Chloro-4-Methylpyridin-3-Yl)Amino)Azetidine-1-Carboxylate ClC1=CC(=C(C=N1)NC1CN(C1)C(=O)OC(C)(C)C)C